isopropyl (S)-2-((S)-2-acetoxy-3-(1H-indol-3-yl)propanamido)-6-diazo-5-oxohexanoate C(C)(=O)O[C@H](C(=O)N[C@H](C(=O)OC(C)C)CCC(C=[N+]=[N-])=O)CC1=CNC2=CC=CC=C12